[Pd+2].C(CCC)(=O)[O-].C(CCC)(=O)[O-] butanoate Palladium